C(C(CN(C([O-])=O)C1=CC(=CC=C1)CN=C=O)N(C([O-])=O)C1=CC(=CC=C1)CN=C=O)N(C(OCC)=O)C1=CC(=CC=C1)CN=C=O 2-ethyl propane-1,2,3-triyltri((3-(isocyanatomethyl) phenyl) carbamate)